ClC1=CC=CC2=C1SCC1=C2N(N=C1C(=O)[O-])C1=CC=C(C=C1)CN1CCOCC1 6-Chloro-1-(4-(morpholinylmethyl)phenyl)-1,4-dihydrothiochromeno[4,3-c]pyrazole-3-carboxylate